[Si](C)(C)(C(C)(C)C)OCC=1SC=C(N1)C 2-(((tert-butyldimethylsilyl)oxy)methyl)-4-methylthiazole